C(C(=C)C)(=O)OC(C[NH+](C)C)C (2-(Methacryloyloxy)propyl)dimethylammonium